NC(CO)(CO)CO (2-amino-2-hydroxymethyl-1,3-propanediol)